7-chloro-2-methylpyrido[4,3-d]pyrimidin-4(3H)-one ClC1=CC=2N=C(NC(C2C=N1)=O)C